CC1=CC=C2CCC3(CN(CC3)C(=O)OC(C)(C)C)NC2=N1 tert-Butyl 7-methyl-3,4-dihydro-1H-spiro[1,8-naphthyridine-2,3'-pyrrolidine]-1'-carboxylate